C(C)(C)(C)OC(=O)N[C@H]1CN(CC[C@@H]1OC)C(=O)OCC1=CC=CC=C1 (3S,4S)-benzyl 3-((tert-butoxycarbonyl)amino)-4-methoxypiperidine-1-carboxylate